C(C)(C)(C)OC(=O)NC(C(=O)O)CCCCCCCCCC ((Tert-butoxycarbonyl)amino)dodecanoic acid